5-[2,3-difluoro-4-[1-(2-methoxyethyl)-3-methyl-pyrazol-4-yl]phenyl]1-methyl-imidazole-2-carboxamide FC1=C(C=CC(=C1F)C=1C(=NN(C1)CCOC)C)C1=CN=C(N1C)C(=O)N